(4-(3-fluoro-4-(trifluoromethyl)phenyl)piperidin-1-yl)(4-(3-hydroxyoxetan-3-yl)phenyl)methanone FC=1C=C(C=CC1C(F)(F)F)C1CCN(CC1)C(=O)C1=CC=C(C=C1)C1(COC1)O